Ethyl 1-((2,2,3,3-tetrafluorocyclobutyl)methyl)-1H-1,2,3-triazole-4-carboxylate FC1(C(CC1(F)F)CN1N=NC(=C1)C(=O)OCC)F